5-methoxy-7-(1-methylindol-5-yl)thieno[2,3-c]pyridine COC=1C=C2C(=C(N1)C=1C=C3C=CN(C3=CC1)C)SC=C2